Methyl-rac-cis-3-((4-(hydroxymethyl)-4-methyltetrahydrofuran-3-yl)amino)-4-nitrobenzoate COC(C1=CC(=C(C=C1)[N+](=O)[O-])N[C@@H]1COC[C@]1(C)CO)=O |r|